6-hydroxy-3-oxo-3H-xanthene OC=1C=C2OC3=CC(C=CC3=CC2=CC1)=O